C1(=CC=CC=C1)C=1N=C(OC1C1=CC=CC=C1)SCCC(=O)NC 3-(4,5-diphenyloxazol-2-yl)sulfanyl-N-methyl-propanamide